(5-(m-tolyl)imidazo[1,2-a]pyrazin-8-yl)thiazol-2-amine C1(=CC(=CC=C1)C1=CN=C(C=2N1C=CN2)C=2N=C(SC2)N)C